C(=O)(O)C(CSCCN)C S-(2-carboxypropyl)cysteamine